COC1=C(C=C(C=C1)C12CCC(CC1)(CC2)C=O)C 4-(4-methoxy-3-methylphenyl)bicyclo[2.2.2]Octane-1-carbaldehyde